C(CCCCC(=O)OCC(COC(CCCCC(=O)OCC\C=C/CCCCC)=O)(CO)COC(=O)C12CCC(CC1)CC2)(=O)OCC\C=C/CCCCC O6-[2-(bicyclo[2.2.2]octane-1-carbonyloxy-methyl)-2-(hydroxymethyl)-3-[6-[(Z)-non-3-enoxy]-6-oxo-hexanoyl]oxy-propyl] O1-[(Z)-non-3-enyl] hexanedioate